2-Amino-4-((S)-5-chloro-3-(((S)-2-(difluoromethylidene)tetrahydro-1H-pyrrolizin-7a(5H)-yl)methoxy)-7,9-dihydrofuro[3,4-f]quinazolin-6-yl)-7-fluorobenzo[b]thiophene-3-carbonitrile NC1=C(C2=C(S1)C(=CC=C2C=2C1=C(C=3C=NC(=NC3C2Cl)OC[C@]23CCCN3CC(C2)=C(F)F)COC1)F)C#N